Cl.NC1=C(CNC2C3CC4(CC(CC2C4)C3)O)C=C(C=C1Br)Br 4-[(2-amino-3,5-Dibromobenzyl)amino]adamantan-1-ol hydrochloride